N1(CCCC1)C(=O)C1=CC2=C(N=CO2)C=C1 6-(pyrrolidine-1-carbonyl)-1,3-benzoxazole